C(C)N(CCCN(CCOC(OC(CCCC(=O)OCCCCCCC)CCCC(=O)OCCCCCCC)=O)CCOC(OC(CCCC(=O)OCCCCCCC)CCCC(OCCCCCCC)=O)=O)CC Diheptyl 11-(3-(diethylamino)propyl)-5,17-bis(4-(heptyloxy)-4-oxobutyl)-7,15-dioxo-6,8,14,16-tetraoxa-11-azahenicosandioate